FC=1C=C(C=CC1)C(CCNC(C1=CC=CC=C1C)=O)O N-(3-(3-fluorophenyl)-3-hydroxypropyl)-6-methylbenzamide